(4-(3-aminoisoquinolin-6-yl)-1-methyl-1H-pyrazol-5-yl)(3,3-difluoroazetidin-1-yl)methanone NC=1N=CC2=CC=C(C=C2C1)C=1C=NN(C1C(=O)N1CC(C1)(F)F)C